N1=CC=C(C=C1)CNC(NC1=CC=C(C(=O)NCC2=CC(=CC=C2)C(F)(F)F)C=C1)=O 4-(3-(pyridin-4-ylmethyl)ureido)-N-(3-(trifluoromethyl)benzyl)benzamide